FC1(CCN(C1)C)F (S)-4,4-difluoro-1-methylpyrrolidin